C(\C=C\C(=O)O)(=O)O.FC1=C(C=CC(=C1)C(F)(F)F)C=1C(=NC(=NC1)N)C 5-(2-fluoro-4-(trifluoromethyl)phenyl)-4-methyl-pyrimidin-2-amine fumarate